FC=1C=C(C=CC1F)S(=O)(=O)N1C[C@]2(CC3=C(C=C2CC1)N(N=C3)C3=CC=C(C=C3)F)C(=O)C3=NC=CC=C3 (R)-(6-((3,4-difluorophenyl)sulfonyl)-1-(4-fluorophenyl)-4,4a,5,6,7,8-hexahydro-1H-pyrazolo[3,4-g]isoquinolin-4a-yl)(pyridin-2-yl)methanone